1-(piperazine-1,4-diyl-bis(propane-3,1-diyl))bis(N3,N3-dimethyl-N1-(3-(trimethoxysilyl)propyl)propane-1,3-diamine) N1(CCN(CC1)CCCC(CCN(C)C)NCCC[Si](OC)(OC)OC)CCCC(CCN(C)C)NCCC[Si](OC)(OC)OC